3-(5-((4-(4-((4-((3-(methylsulfonyl)benzyl)amino)-5-(trifluoromethyl)pyrimidin-2-yl)amino)phenyl)piperazin-1-yl)methyl)pyridin-2-yl)piperidine-2,6-dione CS(=O)(=O)C=1C=C(CNC2=NC(=NC=C2C(F)(F)F)NC2=CC=C(C=C2)N2CCN(CC2)CC=2C=CC(=NC2)C2C(NC(CC2)=O)=O)C=CC1